4-Amino-N-(4-aminophenyl)benzenesulfonic amide NC1=CC=C(C=C1)S(=O)(=O)NC1=CC=C(C=C1)N